N1(CCCCC1)CCNC(C1=CC(=CC=C1)C1=C2C(=NC=C1)C=C(O2)C2=CC(=C(C(=C2)OC)OC)OC)=O N-(2-(piperidin-1-yl)ethyl)-3-(2-(3,4,5-trimethoxyphenyl)furo[3,2-b]pyridin-7-yl)benzamide